[Si](C)(C)(C(C)(C)C)OCC=1OC=CN1 2-[[(tert-butyldimethylsilyl)oxy]methyl]-1,3-oxazole